diallyl 1,3-cyclohexanedicarboxylate C1(CC(CCC1)C(=O)OCC=C)C(=O)OCC=C